3-(3-(1-(5-(5-((4,6-difluoro-1H-indol-5-yl)oxy)-2-fluorophenyl)-4H-1,2,4-triazol-3-yl)ethyl)-2-fluorophenyl)propionic acid FC1=C2C=CNC2=CC(=C1OC=1C=CC(=C(C1)C=1NC(=NN1)C(C)C=1C(=C(C=CC1)CCC(=O)O)F)F)F